COC1=NOC=C1 3-methoxy-isoxazol